CC1=CC(=CC(=N1)C(=O)O)N1C=NN=C1 6-methyl-4-(4H-1,2,4-triazol-4-yl)picolinic acid